N6-[2-amino-2-(3-cyclopropylphenyl)ethyl]-N4-tert-butyl-1-methyl-1H-pyrazolo[3,4-d]pyrimidine-4,6-diamine NC(CNC1=NC(=C2C(=N1)N(N=C2)C)NC(C)(C)C)C2=CC(=CC=C2)C2CC2